FC(S(=O)(=O)OC1=CC=CN1)(F)F Pyrrol-5-yl trifluoromethanesulfonate